FC(C=1C=C2C[C@@H]3[C@@H](NC(CC3)=O)C2=CC1)(F)F (4aR,9bR)-7-(trifluoromethyl)-1,3,4,4a,5,9b-hexahydro-2H-indeno[1,2-b]pyridin-2-one